C1(CC1)C([C@@H](C(=O)NC=1C=NN(C1)CC=1C(=NNC1C)C)NC(=O)C=1N(N=CC1)C(C)C)C1CC1 N-[(1S)-1-(dicyclopropylmethyl)-2-[[1-[(3,5-dimethyl-1H-pyrazol-4-yl)methyl]pyrazol-4-yl]amino]-2-oxo-ethyl]-2-isopropyl-pyrazole-3-carboxamide